Ethyl 3-((2,3-dihydro-1H-indene-2-carboxamido)methyl)-4,5-dihydroisoxazole-5-carboxylate C1C(CC2=CC=CC=C12)C(=O)NCC1=NOC(C1)C(=O)OCC